O=C1N(C(CN1C1=CC=C(C=C1)C(F)(F)F)=O)CC1=CC(=C(OCC(=O)OCC)C(=C1)C)C Ethyl 2-(4-((2,5-dioxo-3-(4-(trifluoromethyl)phenyl) imidazolin-1-yl)methyl)-2,6-dimethylphenoxy)acetate